C12C=C(CC2C1)C1=NN2C(N(C(=C(C2=O)N2CCNCC2)CC)CC(=O)NC2=CC=C(C=C2)S(F)(F)(F)(F)F)=N1 2-(2-(bicyclo[3.1.0]hex-2-en-3-yl)-5-ethyl-7-oxo-6-(piperazin-1-yl)-[1,2,4]triazolo[1,5-a]pyrimidin-4(7H)-yl)-N-(4-(pentafluoro-λ6-sulfaneyl)phenyl)acetamide